C(C)(C)(C)N(CCOC=1C=C(C(=NC1)CO)F)C (5-{2-[tert-butyl-(methyl)amino]ethoxy}-3-fluoropyridin-2-yl)methanol